(R)-Tert-butyl 4-(2-(2-(2-hydroxyphenyl)-6a,7,9,10-tetrahydro-5H-pyrazino[1',2':4,5]pyrazino[2,3-c]pyridazin-8(6H)-yl)pyrimidin-5-yl)piperidine-1-carboxylate OC1=C(C=CC=C1)C=1C=C2C(=NN1)NC[C@H]1N2CCN(C1)C1=NC=C(C=N1)C1CCN(CC1)C(=O)OC(C)(C)C